ethyl 4-(7-(3,6-dihydro-2H-pyran-4-yl)imidazo[1,2-b]pyridazin-3-yl)benzoate O1CCC(=CC1)C1=CC=2N(N=C1)C(=CN2)C2=CC=C(C(=O)OCC)C=C2